3-(N-(2-(cyclohexyloxy)-5-(trifluoromethyl)phenyl)sulfamoyl)-4-methoxybenzoic acid C1(CCCCC1)OC1=C(C=C(C=C1)C(F)(F)F)NS(=O)(=O)C=1C=C(C(=O)O)C=CC1OC